COC(C1=NC(=C(C=C1)Br)NS(=O)(=O)C1=CC=C(C=C1)C)=O 5-bromo-6-((4-methylphenyl)sulfonylamino)picolinic acid methyl ester